N-(aminocarbonyl)methacrylamide NC(=O)NC(C(=C)C)=O